tert-butyl (R)-(1-(3-bromophenyl)propan-2-yl)carbamate BrC=1C=C(C=CC1)C[C@@H](C)NC(OC(C)(C)C)=O